N-[(6S)-2-[(3aR,6aS)-3a-amino-hexahydro-1H-furo[3,4-c]pyrrol-5-yl]-5,6,7,8-tetrahydroquinolin-6-yl]-3-amino-6-methylthieno[2,3-b]pyridine-2-carboxamide N[C@]12[C@H](CN(C1)C1=NC=3CC[C@@H](CC3C=C1)NC(=O)C1=C(C=3C(=NC(=CC3)C)S1)N)COC2